(3,4,5-trimethoxyphenyl)boric acid COC=1C=C(C=C(C1OC)OC)OB(O)O